N-[4-[(3-aminocyclobutyl)carbamoyl]-3-chlorophenyl]-5-[1-cyclobutyl-3-(trifluoromethyl)pyrazol-4-yl]-1-methylimidazole-2-carboxamide NC1CC(C1)NC(=O)C1=C(C=C(C=C1)NC(=O)C=1N(C(=CN1)C=1C(=NN(C1)C1CCC1)C(F)(F)F)C)Cl